2-oxo-7-(trifluoromethyl)-1,6-naphthyridin O=C1NC2=CC(=NC=C2C=C1)C(F)(F)F